NC=1SC2=C(N=C(N=C2N[C@@H](CO)CC(C)C)SCC2=CC=C(C=C2)S(=O)(=O)C)N1 (2R)-2-[(2-amino-5-{[4-(methylsulfonyl)benzyl]thio}[1,3]thiazolo[4,5-d]pyrimidin-7-yl)amino]-4-methylpentan-1-ol